N1C(=[NH+]C=C1)C(=O)[O-] imidazolium-carboxylate